FC(C)(F)C=1C(=C(C=CC1)[C@@H](C)NC1=NN(C(C=2C1=CN(C(C2OC)=O)C2CCOCC2)=O)C)F (R)-4-((1-(3-(1,1-difluoroethyl)-2-fluorophenyl)ethyl)amino)-8-methoxy-2-methyl-6-(tetrahydro-2H-pyran-4-yl)-2,6-dihydropyrido[3,4-d]pyridazine-1,7-dione